4-(6-(4-((6-methoxypyridin-3-yl)methyl)piperazin-1-yl)pyridin-3-yl)-6-(2-methylbutoxy)pyrazolo[1,5-a]pyridine-3-carbonitrile COC1=CC=C(C=N1)CN1CCN(CC1)C1=CC=C(C=N1)C=1C=2N(C=C(C1)OCC(CC)C)N=CC2C#N